11,12-epoxy-(5Z,8Z,14Z)-eicosatrienoic acid CCCCC/C=C/CC1C(O1)C/C=C/C/C=C/CCCC(=O)O